1-(3-(4-(4-(7-((3,5-dimethoxyphenyl)amino)-quinoxalin-2-yl)-1H-pyrazol-1-yl)piperidine-1-carbonyl)-3-methoxy-azetidin-1-yl)prop-2-en-1-one COC=1C=C(C=C(C1)OC)NC1=CC=C2N=CC(=NC2=C1)C=1C=NN(C1)C1CCN(CC1)C(=O)C1(CN(C1)C(C=C)=O)OC